(-)-1-methyl-4-[4-(5-methyl-1,3-benzooxazol-2-yl)piperidin-1-yl]-2-oxo-7-{[(3R)-oxolane-3-yl]oxy}-1,2-dihydroquinoline-3-carboxamide CN1C(C(=C(C2=CC=C(C=C12)O[C@H]1COCC1)N1CCC(CC1)C=1OC2=C(N1)C=C(C=C2)C)C(=O)N)=O